FC=1C=CC(=C(C1)N1C(CC=2C1=CN=CC2)=O)C (5-fluoro-2-methylphenyl)-1,3-dihydro-2H-pyrrolo[2,3-C]pyridin-2-one